4-(6-amino-3-pyridyl)tetrahydropyran-3-one NC1=CC=C(C=N1)C1C(COCC1)=O